4-(chloromethyl)pyrimidine (R)-3-(2-((1-(5-bromo-1-ethyl-2-(2-((S)-1-methoxyethyl)pyridin-3-yl)-1H-indol-3-yl)-2-methylpropan-2-yl)oxy)-2-oxoethyl)piperidine-1-carboxylate BrC=1C=C2C(=C(N(C2=CC1)CC)C=1C(=NC=CC1)[C@H](C)OC)CC(C)(C)OC(C[C@@H]1CN(CCC1)C(=O)O)=O.ClCC1=NC=NC=C1